C(C)(=O)C1=C(C2=C(N=C(N=C2)NC2=NC=C(C=C2)C2CCN(CC2)C=2C=NC(=CC2)CO)N(C1=O)C1CCCC1)C 6-acetyl-8-cyclopentyl-2-[[5-[1-[6-(hydroxymethyl)-3-pyridyl]-4-piperidyl]-2-pyridyl]amino]-5-methyl-pyrido[2,3-d]pyrimidin-7-one